monochloro-2-amino-N-methylbenzamide ClC=1C(=C(C(=O)NC)C=CC1)N